(R)-N-(2-(3-(dimethylamino)pyrrolidin-1-yl)-4-methoxy-5-((6-((2-(1-methyl-1H-pyrazol-3-yl)phenyl)amino)pyrimidin-4-yl)amino)phenyl)acrylamide CN([C@H]1CN(CC1)C1=C(C=C(C(=C1)OC)NC1=NC=NC(=C1)NC1=C(C=CC=C1)C1=NN(C=C1)C)NC(C=C)=O)C